n-methylcarbamic acid (8-methyl-1,4-dioxaspiro[4.5]decan-8-yl) ester CC1(CCC2(OCCO2)CC1)OC(NC)=O